C1CCC(CC1)(C2=CC=C(C=C2)C=O)O 1-hydroxycyclohexyl-1-phenyl ketone